2-[[3-sulfamoyl-6-(trifluoromethoxy)-4-quinolinyl]amino]benzoic acid S(N)(=O)(=O)C=1C=NC2=CC=C(C=C2C1NC1=C(C(=O)O)C=CC=C1)OC(F)(F)F